C[Cr] methylChromium